4,6-Dimethoxypyridin-2-amine COC1=CC(=NC(=C1)OC)N